N-(4-fluoro-2-(4-methylpiperazin-1-yl)-5-(4-((3-morpholinopropyl)carbamoyl)-1H-1,2,3-triazol-1-yl)phenyl)-6-oxo-4-(trifluoromethyl)-1,6-dihydropyridine-3-carboxamide FC1=CC(=C(C=C1N1N=NC(=C1)C(NCCCN1CCOCC1)=O)NC(=O)C1=CNC(C=C1C(F)(F)F)=O)N1CCN(CC1)C